4-amino-1-(trifluoromethyl)cyclohexan-1-ol hydrochloride Cl.NC1CCC(CC1)(O)C(F)(F)F